C(CCCCCCCCCCCCCCCCCCCCCCC)OC(CCCCCCC\C=C/CCCCCC)=O.CC=1C=C(C=C(C1)C)P(C1=CC(=CC(=C1)C)C)C1=CC(=CC(=C1)C)C tris(3,5-dimethylphenyl)phosphine tetracosyl-(Z)-hexadec-9-enoate